3-fluoro-N-(2-(3-((1R,3R)-2-((3-fluorooxetan-3-yl)methyl)-3-methyl-2,3,4,9-tetrahydro-1H-pyrido[3,4-b]indol-1-yl)-2-methoxyphenoxy)ethyl)propan-1-amine FCCCNCCOC1=C(C(=CC=C1)[C@H]1N([C@@H](CC2=C1NC1=CC=CC=C21)C)CC2(COC2)F)OC